C(CCCCCC(C)(C)C)(=O)OOC1=C(C(=C(C=C1)C(C)C)C(C)C)OOC(CCCCCC(C)(C)C)=O Bis(neodecanoyl-peroxy)diisopropyl-benzene